glycerol trioleate dilaurate C(CCCCCCCCCCC)(=O)O.C(CCCCCCCCCCC)(=O)O.C(CCCCCCC\C=C/CCCCCCCC)(=O)O.C(CCCCCCC\C=C/CCCCCCCC)(=O)O.C(CCCCCCC\C=C/CCCCCCCC)(=O)O.OCC(O)CO